N,N-dimethyl-menthyl-succinamide (2-isopropyl-5-methylcyclohexyl 4-(dimethylamino)-4-oxobutanoate) C(C)(C)C1C(CC(CC1)C)C(C(=O)O)CC(=O)N(C)C.CN(C(C(CC(=O)N)C1CC(CCC1C(C)C)C)=O)C